ClC1=CC=2OCCC3N(C2N=C1)CCNC3 3-chloro-6,7,7a,8,10,11-hexahydro-9H-pyrazino[1,2-d]pyrido[3,2-b][1,4]oxazepin